2-((1-(difluoromethyl)-1H-tetrazol-5-yl)methoxy)-N-methyl-N-(1-methyl-1H-tetrazol-5-yl)-6-(trifluoromethyl)nicotinamide FC(N1N=NN=C1COC1=C(C(=O)N(C2=NN=NN2C)C)C=CC(=N1)C(F)(F)F)F